O-glucosyl glucopyranoside O(C1[C@H](O)[C@@H](O)[C@H](O)[C@H](O1)CO)C1[C@H](O)[C@@H](O)[C@H](O)[C@H](O1)CO